C(C)OC(CNC(CC=1N=C(SC1)C1=CC2=C(OCCN2C(=O)OC(C)(C)C)C=C1)=O)=O tert-butyl 6-(4-(2-((2-ethoxy-2-oxoethyl)amino)-2-oxoethyl)thiazol-2-yl)-2,3-dihydro-4H-benzo[b][1,4]oxazine-4-carboxylate